3,3-difluorocyclobutanecarboxamidine FC1(CC(C1)C(=N)N)F